FC1=C(C=CC(=C1)F)N1N=C(C=C1C)C(=O)N1CCC2(CC1)[C@@H](C1=CC=CC=C1C2)N (1S)-1'-[1-(2,4-difluorophenyl)-5-methyl-1H-pyrazole-3-carbonyl]-1,3-dihydrospiro[indene-2,4'-piperidin]-1-amine